N[C@@H]1[C@@H](OCC12CCN(CC2)C=2N=C(C(=NC2CO)SC=2C(=C(C=CC2)NC(=O)NS(=O)(=O)C2=CC=CC=C2)Cl)C)C N-((3-((5-((3S,4S)-4-amino-3-methyl-2-oxa-8-azaspiro[4.5]decan-8-yl)-6-(hydroxymethyl)-3-methylpyrazin-2-yl)thio)-2-chlorophenyl)carbamoyl)benzenesulfonamide